NC1=NC=2C=CC(=CC2C2=C1[C@H](OC2)C)C(=O)N2[C@@H](COC[C@@H]2C2=NC=C(C=C2)C(F)(F)F)C ((3R)-4-amino-3-methyl-1,3-dihydrofuro[3,4-c]quinolin-8-yl)((3R,5S)-3-methyl-5-(5-(trifluoromethyl)-2-pyridinyl)-4-morpholinyl)methanone